1-benzylsulfanyl-4-(2,2,2-trideuterio-1,1-difluoro-ethyl)benzene C(C1=CC=CC=C1)SC1=CC=C(C=C1)C(C([2H])([2H])[2H])(F)F